methyl 4-aminocyclohexanoate hydrochloride Cl.NC1CCC(CC1)C(=O)OC